BrC=1C=C2C(=NC(=NC2=CC1)C)N[C@H](C)C1=C(C(=CC=C1)C(F)(F)F)F (R)-6-bromo-N-(1-(2-fluoro-3-trifluoromethylphenyl)ethyl)-2-methylquinazolin-4-amine